3-(3-fluorophenoxy)piperidine FC=1C=C(OC2CNCCC2)C=CC1